3,7-Dimethylnonacosane CC(CC)CCCC(CCCCCCCCCCCCCCCCCCCCCC)C